1-methoxy-1-(t-amylperoxy)cyclohexane COC1(CCCCC1)OOC(C)(C)CC